3-Methyl-5-(6-nitro-benzo[1,3]dioxol-5-ylmethylene)-2-thioxo-thiazolidin-4-one CN1C(SC(C1=O)=CC1=CC2=C(OCO2)C=C1[N+](=O)[O-])=S